5-(4-(4-methylpiperazin-1-yl)phenyl)-1H-pyrazol-3-amine CN1CCN(CC1)C1=CC=C(C=C1)C1=CC(=NN1)N